tert-butyl 2,6-difluoro-3-nitrobenzoate FC1=C(C(=O)OC(C)(C)C)C(=CC=C1[N+](=O)[O-])F